(R)-4-(7-(3-aminopiperidin-1-yl)-3-(4-hexylphenyl)-3H-imidazo[4,5-b]pyridin-2-yl)-2-fluorobenzonitrile N[C@H]1CN(CCC1)C1=C2C(=NC=C1)N(C(=N2)C2=CC(=C(C#N)C=C2)F)C2=CC=C(C=C2)CCCCCC